1-(tert-butyl)-N-((3-(7-(((3S,4R)-3-fluoro-1-methylpiperidin-4-yl)amino)-3-vinylpyrazolo[1,5-a]pyrazin-2-yl)-1,2,4-oxadiazol-5-yl)methyl)-1H-pyrazole-4-carboxamide C(C)(C)(C)N1N=CC(=C1)C(=O)NCC1=NC(=NO1)C1=NN2C(C=NC=C2N[C@H]2[C@H](CN(CC2)C)F)=C1C=C